(s)-N6,N6-dibenzoyl-9-[5-O-(4,4'-dimethoxytrityl)-2-deoxy-2-(2-nitrobenzyloxymethyl)seleno-beta-D-arabinofuranosyl]Adenine C(C1=CC=CC=C1)(=O)N(C1=C2N=CN(C2=NC=N1)[C@@H]1[C@H]([C@H](O)[C@H](O1)COC(C1=CC=C(C=C1)OC)(C1=CC=C(C=C1)OC)C1=CC=CC=C1)[Se]COCC1=C(C=CC=C1)[N+](=O)[O-])C(C1=CC=CC=C1)=O